ClC1=C(C=CC=C1NC1=CC(=C(C=C1)F)Cl)[C@@]1(CC(N(C(N1)=N)C1CCOCC1)=O)C (6S)-6-[2-Chloro-3-(3-chloro-4-fluoroanilino)phenyl]-2-imino-6-methyl-3-(tetrahydropyran-4-yl)hexahydropyrimidin-4-one